FC=1C=C(C=C(C1)S(=O)(=O)C)NC(=O)C1=CNC(=C1)C N-(3-fluoro-5-(methylsulfonyl)phenyl)-5-methyl-1H-pyrrole-3-carboxamide